[I-].C[P+](C1=CC=CC=C1)(C1=CC=CC=C1)C1=CC=CC=C1 methyl-(triphenyl)phosphonium iodide